C1(CC1)C1=NNC2=CC(=C(C(=C12)C1=CC(=C(C=C1)S(=O)(=O)C)C)C#N)F 3-cyclopropyl-6-fluoro-4-(3-methyl-4-(methylsulfonyl)phenyl)-1H-indazole-5-carbonitrile